N-(2-((2-(dimethylamino)ethyl)(methyl)amino)-4-methoxy-5-((4-((2-((4-methylphenyl)sulfonamido)phenyl)amino)pyrimidin-2-yl)amino)phenyl)acrylamide CN(CCN(C1=C(C=C(C(=C1)OC)NC1=NC=CC(=N1)NC1=C(C=CC=C1)NS(=O)(=O)C1=CC=C(C=C1)C)NC(C=C)=O)C)C